NCCC=1C=CC(=NC1)C1=C(C=C(C#N)C=C1)SC1=NC(=NC(=C1)N1CCOCC1)C 4-[5-(2-aminoethyl)pyridin-2-yl]-3-(2-methyl-6-morpholin-4-ylpyrimidin-4-yl)sulfanylbenzonitrile